3-(2,4'-dichlorobenzhydryloxy)-N-[(S)-1-(3-methoxyphenyl)ethyl]azetidine-1-carboxamide ClC1=C(C(C2=CC=C(C=C2)Cl)OC2CN(C2)C(=O)N[C@@H](C)C2=CC(=CC=C2)OC)C=CC=C1